[(3S)-3-(4-chlorophenyl)pyrrolidin-1-yl]-(4-fluoro-3-pyridazin-4-yl-1H-pyrazol-5-yl)methanone ClC1=CC=C(C=C1)[C@H]1CN(CC1)C(=O)C1=C(C(=NN1)C1=CN=NC=C1)F